CN(CCN(CCN(C)C)CCN(C)C)C tri-(2-dimethylaminoethyl)amine